FC=1C=CC(=NC1)C=1C(=C2N(N1)CCC2)C2=C1C(=NC=C2)C=NN1 7-[2-(5-fluoro-2-pyridinyl)-5,6-dihydro-4H-pyrrolo[1,2-b]pyrazol-3-yl]-1H-pyrazolo[4,3-b]pyridine